NC=1C=C(C=CC1)C=1C=C2N(N=CC(=C2N[C@H]2C([C@@](CC2)(C)N)(C)C)C(=NC2=C(C=C(C=C2)O)CC)N)C1 6-(3-aminophenyl)-4-[[(1R,3S)-3-amino-2,2,3-trimethyl-cyclopentyl]amino]-N'-(2-ethyl-4-hydroxy-phenyl)pyrrolo[1,2-b]-pyridazine-3-carboxamidine